N-[1-(1H-indol-2-yl)hexane-2-yl]-6-(2-methyl-2,7-diazaspiro[3.5]nonane-7-yl)-1-benzothiophene-2-carboxamide N1C(=CC2=CC=CC=C12)CC(CCCC)NC(=O)C=1SC2=C(C1)C=CC(=C2)N2CCC1(CN(C1)C)CC2